NC1=NC=2C=CC(=CC2C2=C1C=NN2C)C(=O)N(CC2=NC=C(C=C2)C(F)(F)F)N2C(OCCC2)=O 4-amino-1-methyl-N-(2-oxo-1,3-oxazinan-3-yl)-N-((5-(trifluoromethyl)pyridin-2-yl)methyl)-1H-pyrazolo[4,3-c]quinoline-8-carboxamide